(2S)-2-[(2S)-2-[(2S)-2-{[(2S,3aS,7aS)-1-(tert-butoxycarbonyl)-octahydroindol-2-yl]formamido}-6-[isopropyl(methyl)amino]hexanamido]-3-phenylpropanamido]-4-methylpentanoic acid C(C)(C)(C)OC(=O)N1[C@@H](C[C@@H]2CCCC[C@H]12)C(=O)N[C@H](C(=O)N[C@H](C(=O)N[C@H](C(=O)O)CC(C)C)CC1=CC=CC=C1)CCCCN(C)C(C)C